ClC1=CC=C(C=C1)[C@](CC1=NOC(=N1)CN1C(N(C=CC1=O)C)=O)([2H])O 3-({3-[(2R)-2-(4-chlorophenyl)-2-hydroxy(2-2H)ethyl]-1,2,4-oxadiazol-5-yl}methyl)-1-methyl-1,2,3,4-tetrahydropyrimidine-2,4-dione